bis[(methoxycarbonyl)oxy]methyl {[(2R,3S,4R,5R)-5-[2-chloro-6-(cyclopentylamino)-9H-purin-9-yl]-3,4-dihydroxyoxolan-2-yl]methoxy}methane-phosphonate ClC1=NC(=C2N=CN(C2=N1)[C@H]1[C@@H]([C@@H]([C@H](O1)COCP([O-])(=O)OC(OC(=O)OC)OC(=O)OC)O)O)NC1CCCC1